Amino-Triethyleneglycol NC(COCCOCCO)O